1-(4-chloro-2-methyl-pyrimidin-5-yl)-3-[6-[4-methyl-3-(trifluoromethoxy)phenoxy]-3-pyridyl]urea ClC1=NC(=NC=C1NC(=O)NC=1C=NC(=CC1)OC1=CC(=C(C=C1)C)OC(F)(F)F)C